N1(C2C(CC1)CNC2)CC#CC2=NC=CC(=C2)N2C1CN(CC2CC1)C=1C=C(N=NC1N)C1=C(C=CC=C1)O 2-[5-[8-[2-[3-(3,3a,4,5,6,6a-hexahydro-2H-pyrrolo[3,4-b]pyrrol-1-yl)prop-1-ynyl]-4-pyridyl]-3,8-diazabicyclo[3.2.1]octan-3-yl]-6-amino-pyridazin-3-yl]phenol